C(C1=CC=CC=C1)C1=NC(=NN1)C(=O)N[C@@H]1C(N(C2=C(OC1)C=CC(=C2)C#CC(C)(C)OC)C)=O (S)-5-benzyl-N-(7-(3-methoxy-3-methylbut-1-yn-1-yl)-5-methyl-4-oxo-2,3,4,5-tetrahydrobenzo[b][1,4]oxazepin-3-yl)-1H-1,2,4-triazole-3-carboxamide